{5-[2-(diethylamino)ethoxy]-3-fluoropyridin-2-yl}methanol C(C)N(CCOC=1C=C(C(=NC1)CO)F)CC